4,5-diamino-2-[(benzyloxy)methyl]-2,3-dihydropyridazin-3-one NC=1C(N(N=CC1N)COCC1=CC=CC=C1)=O